4-amino-1-(4-(2-methoxyphenyl)piperazin-1-yl)butan-2-ol NCCC(CN1CCN(CC1)C1=C(C=CC=C1)OC)O